(1-((4'-(6-chloro-2-(((3R,3aR,6R,6aR)-6-hydroxyhexahydrofuro[3,2-b]furan-3-yl)oxy)1H-benzo[d]imidazol-5-yl)-[1,1'-biphenyl]-4-yl)methyl)azetidine-3,3-diyl)dimethanol ClC=1C(=CC2=C(NC(=N2)O[C@H]2[C@@H]3[C@H](OC2)[C@@H](CO3)O)C1)C1=CC=C(C=C1)C1=CC=C(C=C1)CN1CC(C1)(CO)CO